CC=1C=C(C(=O)N[C@H]2CC[C@@H](N(C2)C(=O)OC(C)(C)C)C=2OC(=NN2)OCCOC(F)(F)F)C=CC1C tert-butyl (2R,5S)-5-(3,4-dimethylbenzamido)-2-{5-[2-(trifluoromethoxy)ethoxy]-1,3,4-oxadiazol-2-yl}piperidine-1-carboxylate